O=C1NC(CCC1N1C[C@H]2CC[C@@H](C1)N2C(=O)OC(C)(C)C)=O |r| rac-(1R,5S)-tert-butyl 3-(2,6-dioxopiperidin-3-yl)-3,8-diazabicyclo[3.2.1]octane-8-carboxylate